4-chloro-6-((methylthio)methyl)quinoline ClC1=CC=NC2=CC=C(C=C12)CSC